NC1=C2C(=NC=N1)N(N=C2C2=CC=C(C=C2)OC2=CC=CC=C2)C2CCN(CC2)C2CCN(CC2)CC2CN(C2)C=2C=C1CN(C(C1=CC2)=O)C2C(NC(CC2)=O)=O 3-(5-(3-((4-(4-amino-3-(4-phenoxyphenyl)-1H-pyrazolo[3,4-d]pyrimidin-1-yl)-[1,4'-bipiperidin]-1'-yl)methyl)azetidin-1-yl)-1-oxoisoindolin-2-yl)piperidine-2,6-dione